7-(((((S)-1-(benzyloxy)-1-oxopropan-2-yl)amino)(phenoxy)phosphoryl)methyl)-2-naphthoic acid C(C1=CC=CC=C1)OC([C@H](C)NP(=O)(OC1=CC=CC=C1)CC1=CC=C2C=CC(=CC2=C1)C(=O)O)=O